The molecule is a 3-sn-phosphatidyl L-serine in which the phosphatidyl acyl groups at both positions 1 and 2 are specified as hexadecanoyl (palmitoyl). It has a role as a mouse metabolite. It derives from a hexadecanoic acid. It is a conjugate acid of a 1,2-dihexadecanoyl-sn-glycero-3-phospho-L-serine(1-). CCCCCCCCCCCCCCCC(=O)OC[C@H](COP(=O)(O)OC[C@@H](C(=O)O)N)OC(=O)CCCCCCCCCCCCCCC